O1C(=NC2=C1N=CC=C2)C2=CC=C(C=C2)N(C2=CC=C(C1=CC=CC=C21)C2=CC=CC1=CC=CC=C21)C2=CC=C(C=C2)C=2OC1=C(N2)C=CC=N1 bis(4-(7-aza-benzooxazol-2-yl)-phenyl)-[1,1']binaphthyl-4-yl-amine